C(#N)C1=CC=C(C=C1)C(C(=O)NC=1SC2=C(N1)C=C(C(=C2)OC)OC)OC2=CC=C(C=C2)O 2-(4-Cyano-phenyl)-N-(5,6-dimethoxy-benzothiazol-2-yl)-2-(4-hydroxy-phenoxy)-acetamide